C(C)OC(CC(=O)OC1=CC=CC=C1)=N phenyl 3-ethoxy-3-iminopropionate